ClC1=CC=C(C=C1)C1=NNC(C1C1=CC=CC=C1)CC 3-(4-chlorophenyl)-5-ethyl-4-phenyl-4,5-dihydro-1H-pyrazole